tert-butyl (3S,4S)-4-fluoro-3-(2-fluoro-4-((2-methoxypropyl)amino)-5-nitrobenzamido)piperidine-1-carboxylate F[C@@H]1[C@H](CN(CC1)C(=O)OC(C)(C)C)NC(C1=C(C=C(C(=C1)[N+](=O)[O-])NCC(C)OC)F)=O